COC1=CC(=C(C=C1NC1=NC=CC(=N1)C1=CN(C2=CC=CC=C12)C)NC(C=C)=O)N(CCNC)C N-[4-methoxy-5-[[4-(1-methylindol-3-yl)pyrimidin-2-yl]amino]-2-[methyl-[2-(methylamino)ethyl]amino]phenyl]prop-2-enamide